ClC1=CC(=C(N=N1)OC1=C(C(=CC=C1)F)F)C(=O)N (E)-6-chloro-3-(2,3-difluorophenoxy)pyridazine-4-carboxamide